O(C=1C=C(C(=C(C1)C(F)(F)F)O)NC(C1=CC(=CC=C1)N)=O)C=1C=C(C(=C(C1)C(F)(F)F)O)NC(C1=CC(=CC=C1)N)=O N,N'-(oxybis(6-hydroxy-5-(trifluoromethyl)-3,1-phenylene))bis(3-aminobenzamide)